N1(C=NC2=C1C=CC=C2)C=2C=C(OC=1C=CC3=C(N4B(OC=5C4=NC=CC5C(C)(C)C)O3)C1)C=CC2 10-(3-(1H-benzo[d]imidazol-1-yl)phenoxy)-4-(tert-butyl)benzo[4',5'][1,3,2]oxazaborolo[2',3':2,3][1,3,2]oxazaborolo[4,5-b]pyridine